3'-deoxythymidine 5'-phosphate zinc [Zn+2].P(=O)([O-])([O-])OC[C@@H]1CC[C@@H](O1)N1C(=O)NC(=O)C(C)=C1